9-(2,6-difluorophenyl)-3-methyl-14-oxa-18-thia-2,4,5,8-tetrazatetracyclo[8.8.0.02,6.011,17]octadeca-1(10),3,5,8,11(17)-pentaene FC1=C(C(=CC=C1)F)C1=NCC2=NN=C(N2C=2SC=3CCOCCC3C12)C